NC(C(=O)O)CCCCNC(=O)OCC#C 2-Amino-6-(prop-2-ynoxycarbonylamino)hexanoic acid